C1(CCCCC1)C(COCC)(COCCC(C)C)CCC(Br)(F)F 2-cyclohexyl-2-(3,3-difluoro-3-bromo-propyl)-1-ethoxy-3-isopentoxy-propane